rac-6-(2-carboxy-2-(((2R,3S,4R,5R)-5-(6-chloro-4-(cyclopentylamino)-1H-pyrazolo[3,4-d]pyrimidin-1-yl)-3,4-dihydroxytetrahydrofuran-2-yl)methoxy)-2-phosphonoethyl)picolinic acid C(=O)(O)[C@@](CC1=CC=CC(=N1)C(=O)O)(P(=O)(O)O)OC[C@H]1O[C@H]([C@@H]([C@@H]1O)O)N1N=CC=2C1=NC(=NC2NC2CCCC2)Cl |&1:3|